C(CCCCCCCCCCCCCCCCC)C(C(=O)N)=C octadecyl-Acrylamide